1-[4-{6-[5-(difluoromethyl)-1-methyl-1H-pyrazol-4-yl]furo[2,3-d]pyrimidin-4-yl}-3-(4-fluorophenyl)-1H-pyrazol-1-yl]-2-methylpropan-2-ol FC(C1=C(C=NN1C)C1=CC2=C(N=CN=C2C=2C(=NN(C2)CC(C)(O)C)C2=CC=C(C=C2)F)O1)F